dimethyl 5-nitro-sebacate [N+](=O)([O-])C(CCCC(=O)OC)CCCCC(=O)OC